FC1=CC=C(C=C1)S(=O)(=O)NC12CC3CC(CC(C1)C3)C2 4-Fluoro-N-(tricyclo[3.3.1.13,7]dec-1-yl)benzenesulfonamide